C(C)(C)(C)OC(OC(C)(C)C)N(C)C [bis(tertbutoxy)methyl]dimethylamine